COC1=CC=C(C=N1)C=1C=C(C=CC1)[C@H](CC(=O)O)NC(=O)NC1C(N(C=CC1=O)C)=O (S)-3-(3-(6-methoxypyridin-3-yl)phenyl)-3-(3-(1-methyl-4-oxo-2-oxo-1,2-dihydropyridin-3-yl)ureido)propanoic acid